4-(3-((5-bromo-2-((3-methyl-1-(8-methyl-8-azabicyclo[3.2.1]octan-3-yl)-1H-pyrazol-4-yl)amino)pyrimidin-4-yl)amino)propyl)-1,4-oxazepan-3-one BrC=1C(=NC(=NC1)NC=1C(=NN(C1)C1CC2CCC(C1)N2C)C)NCCCN2C(COCCC2)=O